methyl 2-(((R)-2-((tert-butoxycarbonyl)amino)propyl)amino)-2-(p-tolyl)acetate C(C)(C)(C)OC(=O)N[C@@H](CNC(C(=O)OC)C1=CC=C(C=C1)C)C